(Z)-8-(4-(tert-butyl)phenyl)-6-(3,5-dimethylphenyl)-6-hydroxy-3-phenyloct-2-en-4,7-diyne-1-al C(C)(C)(C)C1=CC=C(C=C1)C#CC(C#C\C(=C/C=O)\C1=CC=CC=C1)(O)C1=CC(=CC(=C1)C)C